C(C)(C)(C)OC(=O)N1CCC(CC1)N1N=CC(=C1)Br 4-(4-bromo-1H-pyrazol-1-yl)piperidine-1-carboxylic acid tert-butyl ester